[4-Fluoro-3-(7-morpholin-4-yl-quinazolin-4-yl)phenyl]-(3-methoxy-pyrazin-2-yl)methanol palladium hydroxide [Pd](O)O.FC1=C(C=C(C=C1)C(O)C1=NC=CN=C1OC)C1=NC=NC2=CC(=CC=C12)N1CCOCC1